C(C)S(=O)(=O)C1=CC=C(C=C1)NCC#C 3-{[4-(ethanesulfonyl)phenyl]amino}prop-1-yn